4-(2-(4-(2-(7,8-dimethyl-[1,2,4]triazolo[1,5-a]pyridin-6-yl)-3-isopropyl-1H-indol-5-yl)piperidin-1-yl)-2-oxoethyl)piperazin-2-one CC1=C(C=2N(C=C1C=1NC3=CC=C(C=C3C1C(C)C)C1CCN(CC1)C(CN1CC(NCC1)=O)=O)N=CN2)C